4-((2-amino-9-((2R,3R,5S)-3-hydroxy-5-(hydroxymethyl)tetrahydrofuran-2-yl)-6,8-dioxo-1,6,8,9-tetrahydro-7H-purin-7-yl)methyl)benzaldehyde NC=1NC(C=2N(C(N(C2N1)[C@@H]1O[C@@H](C[C@H]1O)CO)=O)CC1=CC=C(C=O)C=C1)=O